1-(Bromomethyl)-4-chloro-2-methylbenzene BrCC1=C(C=C(C=C1)Cl)C